ClC=1C=C(C=CC1)[C@H](C(=O)N1CC2=C(N=C(NC2=O)C2(CC2)C=2N=C(SC2)C)CC1)O (R)-6-(2-(3-chlorophenyl)-2-hydroxyacetyl)-2-(1-(2-methylthiazol-4-yl)cyclopropyl)-5,6,7,8-tetrahydropyrido[4,3-d]pyrimidin-4(3H)-one